FC=1C(=NC=C(C1)F)C1CN(CC1)C(=O)C=1C(=NC(=C(C1O)C1=CC(=CC=C1)OC)C=1N=C(SC1)C)O 3-[3-(3,5-difluoropyridin-2-yl)pyrrolidine-1-carbonyl]-5-(3-methoxyphenyl)-6-(2-methyl-1,3-thiazol-4-yl)pyridine-2,4-diol